(tert-butoxycarbonyl)[((tert-butoxycarbonyl)amino)amino]pent-4-enoate C(C)(C)(C)OC(=O)C(C(=O)[O-])(CC=C)NNC(=O)OC(C)(C)C